BrC1=CN(C2=C(C=C(C=C12)C#N)NC(C)=O)C N-(3-Bromo-5-cyano-1-methyl-1H-indol-7-yl)acetamide